NCCC[Si](OCC)(OCC)OCC (3-Aminopropyl)triethoxysilan